ClC=1C=CC2=C(CC3(OCCCO3)CC(N2)=O)C1 7-chloro-1,5-dihydrospiro[1-benzazepine-4,2'-[1,3]dioxane]-2(3H)-one